N1(CC1)CCNS(=O)(=O)C=1C=C(C(=O)O)C=CC1 3-(N-(2-(aziridine-1-yl)ethyl)sulfamoyl)benzoic acid